N-palmitoyl-aspartic acid C(CCCCCCCCCCCCCCC)(=O)N[C@@H](CC(=O)O)C(=O)O